7-(6-fluoro-8-(methylamino)-4-morpholino-9H-pyrido[2,3-b]indol-3-yl)-4-oxo-4H-quinolizine-3-carboxylic acid FC=1C=C2C3=C(NC2=C(C1)NC)N=CC(=C3N3CCOCC3)C3=CN1C(C(=CC=C1C=C3)C(=O)O)=O